ClC1=CC=CC2=C1N=C(S2)NC(=O)C2CC(CCC2)C N-(4-chloro-1,3-benzothiazol-2-yl)-3-methylcyclohexane-1-carboxamide